5-(cyclobutylmethyl)-N-(4-(5-((4-hydroxy-4-methylpentyl)oxy)-2-methylphenyl)pyridin-2-yl)-4H-1,2,4-triazole-3-carboxamide C1(CCC1)CC=1NC(=NN1)C(=O)NC1=NC=CC(=C1)C1=C(C=CC(=C1)OCCCC(C)(C)O)C